CN(C)CC1=NC2=C(C=CC=C2C=C1)NS(=O)(=O)C1=CC=C(C=C1)SC(F)(F)F N-(2-((Dimethylamino)methyl)quinolin-8-yl)-4-((trifluoromethyl)thio)benzenesulfonamide